C12(CC3CC(CC(C1)C3)C2)C2=CC=C(C=C2)B(O)O (4-((3r,5r,7r)-adamantan-1-yl)phenyl)boronic acid